FC1=C(C(=O)NC2=NC3=C(C=CC=C3C(=C2)C)OC)C(=CC(=C1)N1CCNCC1)F 2,6-difluoro-N-(8-methoxy-4-methylquinolin-2-yl)-4-(piperazin-1-yl)benzamide